C(C)/C(/C(=O)[O-])=C/C(=O)[O-].C(C)/C(/C(=O)[O-])=C/C(=O)[O-].C(CCC)[Sn+4]CCCC dibutyl-tin di(ethyl maleate)